O1COC2=C1C=CC(=C2)[C@H]2N([C@H](CC1=C2NC2=CC=CC=C12)C(=O)NC)C(CC)=O (1R,3R)-1-(benzo[d][1,3]dioxol-5-yl)-N-methyl-2-propionyl-2,3,4,9-tetrahydro-1H-pyrido[3,4-b]indole-3-carboxamide